1-((1-oxo-4-(o-tolyl)-1,2-dihydroisoquinolin-7-yl)-L-alanyl)piperidine-3-carboxylic acid O=C1NC=C(C2=CC=C(C=C12)N[C@@H](C)C(=O)N1CC(CCC1)C(=O)O)C1=C(C=CC=C1)C